2-bromo-9-(heptyloxy)-7-(2-(2-methoxyethoxy)ethoxy)-9H-carbazole BrC1=CC=2N(C3=CC(=CC=C3C2C=C1)OCCOCCOC)OCCCCCCC